Cl.COC(=O)C12CCC(CC1)(CC2)N 4-aminobicyclo[2.2.2]Octane-1-carboxylic acid methyl ester hydrochloride